2-amino-N'-(bicyclo[1.1.1]pentan-1-yl)-N',3-dimethyl-N-((5-(trifluoromethyl)pyridin-2-yl)methyl)quinoline-6-carbohydrazide NC1=NC2=CC=C(C=C2C=C1C)C(=O)N(N(C)C12CC(C1)C2)CC2=NC=C(C=C2)C(F)(F)F